C1(=C(C=CC=C1C)C)N[O] [(2,6-xylyl)amino](oxygen)